2-[(1-methanesulfonylpiperidin-4-yl)methoxy]-5-[(3-phenyl-2,5-dihydro-1H-pyrrol-1-yl)methyl]benzonitrile CS(=O)(=O)N1CCC(CC1)COC1=C(C#N)C=C(C=C1)CN1CC(=CC1)C1=CC=CC=C1